FC1=C(C=CC(=C1C=1C=C2C=NC(=NC2=CC1)NC1CCNCC1)F)NS(=O)(=O)C=1C=2CCC(C2C=C(C1)F)O N-(2,4-difluoro-3-(2-(piperidin-4-ylamino)quinazolin-6-yl)phenyl)-6-fluoro-1-hydroxy-2,3-dihydro-1H-indene-4-sulfonamide